FC=1C=C2C(=NC(=NC2=CC1)C(CC(CO)O)O)OC 4-(6-fluoro-4-methoxyquinazolin-2-yl)butane-1,2,4-triol